N1C=CC=2C1=NC=CC2SC2=CN=C(N=N2)N2CCC1(CC2)[C@@H](C2=CC=CC=C2C1)N (S)-1'-(6-((1H-pyrrolo[2,3-b]pyridin-4-yl)thio)-1,2,4-triazin-3-yl)-1,3-dihydrospiro[inden-2,4'-piperidin]-1-amine